CN(CCCN(C1=CC=C(C=C1)N1CC2C(C1)CN(C2)C(=O)OC(C)(C)C)C)C tert-Butyl 5-(4-((3-(dimethylamino)propyl)(methyl)amino)phenyl)hexahydropyrrolo-[3,4-c]pyrrole-2(1H)-carboxylate